4-chloro-N-[(1S,2S,3S,5R)-2,6,6-trimethylnorbornane-3-yl]-1H-pyrrolo[2,3-b]Pyridine-2-carboxamide ClC1=C2C(=NC=C1)NC(=C2)C(=O)N[C@@H]2[C@H]([C@H]1C(CC2C1)(C)C)C